C1(=CC=CC=C1)C(CCCC(CCCCCC(=O)O)C(=O)O)C1=CC=CC=C1 diphenyldecane-5,10-dicarboxylic acid